CC=1C(=CC(=C(C1)NC=1N=C(C2=C(N1)NC=C2)NC2=C(C=1N(C=C2)C=CN1)[PH2]=O)OCC(F)(F)F)N1CCC(CC1)N1CCN(CC1)C (7-((2-((5-methyl-4-(4-(4-methylpiperazin-1-yl)piperidin-1-yl)-2-(2,2,2-trifluoroethoxy)phenyl)amino)-7H-pyrrolo[2,3-d]pyrimidin-4-yl)amino)imidazo[1,2-a]pyridin-8-yl)phosphine oxide